2-methoxy-4-(trifluoromethyl)benzyl bromide COC1=C(CBr)C=CC(=C1)C(F)(F)F